pyridinium 3',6'-dibromo-3-oxo-3H-spiro[isobenzofuran-1,9'-xanthene]-6-carboxylate BrC=1C=CC=2C3(C4=CC=C(C=C4OC2C1)Br)OC(C1=CC=C(C=C13)C(=O)[O-])=O.[NH+]1=CC=CC=C1